C(C1=CC=CO1)C=1C=C2C=3C=CC=CC3NC2=CC1 6-furfurylcarbazol